C(N)(=O)C1C2CN(CC(C1)CC2)C(=O)OC(C)(C)C tert-Butyl 6-carbamoyl-3-azabicyclo[3.2.2]nonane-3-carboxylate